cysteine hydrochloride phosphate P(=O)(O)(O)O.Cl.N[C@@H](CS)C(=O)O